Fluoroacryl-carboxylate FC=CC(=O)C(=O)[O-]